4-((3S,4R)-4-(2-(3-methoxyoxetan-3-yl)-4-methylpyridin-3-yl)-3-methylpiperidin-1-yl)-6-((2R,3R)-2-methyl-3-(piperazin-1-yl)azetidin-1-yl)-2-(trifluoromethyl)pyrimidine COC1(COC1)C1=NC=CC(=C1[C@H]1[C@@H](CN(CC1)C1=NC(=NC(=C1)N1[C@@H]([C@@H](C1)N1CCNCC1)C)C(F)(F)F)C)C